COC(COC1=CC=C(C(=O)O)C=C1)CC=1N=CSC1 4-(2-methoxy-3-(thiazol-4-yl)propoxy)benzoic acid